1,3,5-tris(2-hydroxyethyl)-S-triazine-2,4,6(1h,3h,5h)trione OCCN1C(N(C(N(C1=O)CCO)=O)CCO)=O